N-(3-hydrazino-3-oxo-1-phenylprop-1-en-2-yl)benzamide 2-hexyloctyl-6-hydroxyundecanoate C(CCCCC)C(COC(CCCCC(CCCCC)O)=O)CCCCCC.N(N)C(C(=CC1=CC=CC=C1)NC(C1=CC=CC=C1)=O)=O